2'-(3-chloro-1H-pyrrolo[2,3-b]pyridin-5-yl)-1-methyl-5',6'-dihydrospiro[azetidine-3,4'-pyrrolo[1,2-b]pyrazole] ClC1=CNC2=NC=C(C=C21)C=2C=C1N(N2)CCC12CN(C2)C